O1CCC(=CC1)C=1C=C2CCN(C2=CC1)C(=O)OC(C)(C)C tert-butyl 5-(3,6-dihydro-2H-pyran-4-yl)indoline-1-carboxylate